FC1=CC=C(C=C1)NC(=O)C1(CC1)C(=O)N 1-N-(4-fluorophenyl)cyclopropane-1,1-dicarboxamide